deca-3,8-dien CCC=CCCCC=CC